(((((1R,2S,5R)-2-carbamoyl-7-oxo-1,6-diazabicyclo[3.2.1]oct-6-yl) oxy) sulfonyl) oxy)-2,2-dimethylpropyl 3-chloro-2,6-dimethoxybenzoate ClC=1C(=C(C(=O)OC(C(C)(C)C)OS(=O)(=O)ON2[C@@H]3CC[C@H](N(C2=O)C3)C(N)=O)C(=CC1)OC)OC